FC1=CC=C(C=C1)S(=O)(=O)NCC=1C=NN(C1)C1=CC=C(C=C1)C1=NOC(=N1)C(F)(F)F 4-fluoro-N-((1-(4-(5-(trifluoromethyl)-1,2,4-oxadiazol-3-yl)phenyl)-1H-pyrazol-4-yl)methyl)benzenesulfonamide